FC1=CC=C(C=C1)CCC[C@H](NC([C@@H](COC)NC(=O)C1=NC=CN=C1)=O)B(O)O ((R)-4-(4-fluorophenyl)-1-((R)-3-methoxy-2-(pyrazine-2-carboxamido)propanamido)butyl)boronic acid